Cl.N1C[C@H](CC1)C(C(=O)O)C.N1C[C@H](CC1)C(C(=O)O)C bis(2-((R)-pyrrolidin-3-yl)propionic acid) hydrochloride